COC=1C=NC(=NC1)N1CCN(CC1)C(=O)C1=CN(C=C1)CCC 1-(3-(4-(5-methoxypyrimidin-2-yl)piperazine-1-carbonyl)-1H-pyrrol-1-yl)propane